3-chloro-5-(isopropylsulfanyl)-N-{(1S)-1-[1-(pyrimidin-2-yl)-1H-1,2,4-triazol-5-yl]Ethyl}benzamide ClC=1C=C(C(=O)N[C@@H](C)C2=NC=NN2C2=NC=CC=N2)C=C(C1)SC(C)C